N-Phenethyl-5-(2-(piperidin-4-yloxy)phenyl)furan-2-carboxamide C(CC1=CC=CC=C1)NC(=O)C=1OC(=CC1)C1=C(C=CC=C1)OC1CCNCC1